methyl 2-[[2,5-difluoro-4-[6-[(5-methoxy-1,3,4-thiadiazol-2-yl)methoxy]-2-pyridyl]phenyl]methyl]-3-[[(2S)-oxetan-2-yl]methyl]benzimidazole-5-carboxylate FC1=C(C=C(C(=C1)C1=NC(=CC=C1)OCC=1SC(=NN1)OC)F)CC=1N(C2=C(N1)C=CC(=C2)C(=O)OC)C[C@H]2OCC2